C(C1=CC=CC=C1)(=O)OC1=C(C(=CC=C1C(C)C)C)OC(C1=CC=CC=C1)=O 3-methyl-6-isopropyl-1,2-phenylene dibenzoate